C(C)(C)(C)OC(=O)N1C[C@H](CC1)N(C(=O)C1CC1)C (3S)-3-(N-methylcyclopropanamido)pyrrolidine-1-carboxylic acid tert-butyl ester